2-cyanoethyl 4-(4-cyano-2,3-dihydro-1-benzofuran-7-yl)-5-isopropoxy-2,8-dimethyl-1,4-dihydro-1,6-naphthyridine-3-carboxylate C(#N)C1=CC=C(C2=C1CCO2)C2C(=C(NC1=C(C=NC(=C21)OC(C)C)C)C)C(=O)OCCC#N